ClC1=NC(=CC=C1O)I 2-chloro-6-iodopyridin-3-ol